CC=1NC(=C(C(C1C(C)=O)C=1C2=C(SC1)C=CC(=C2)N2CCOCC2)C(C)=O)C 1,1'-(2,6-dimethyl-4-(5-morpholinobenzo[b]thiophen-3-yl)-1,4-dihydropyridin-3,5-diyl)bis(ethan-1-one)